FC=1C=C(C=C(C1)F)C1=CC=CC=2N1C=CN2 5-(3,5-difluorophenyl)imidazo[1,2-a]pyridine